7,3',4',5'-tetrahydroxyflavonol OC1=CC=C2C(C(=C(OC2=C1)C1=CC(=C(C(=C1)O)O)O)O)=O